COC(=O)[C@@]12CC(CN2C[C@H](C1)O)=C.BrC1=CC=2N(C=C1)N=C(N2)NC(C)=O N-(7-bromo-[1,2,4]triazolo[1,5-a]pyridin-2-yl)acetamide methyl-(2S,7aR)-2-hydroxy-6-methylidene-tetrahydro-1H-pyrrolizine-7a-carboxylate